3-(2,6-Difluoro-3,5-dimethoxyphenyl)-1-methyl-1,3,4,7-tetrahydro-2H-pyrrolo[3',2':5,6]pyrido[4,3-d]pyrimidin-2-one FC1=C(C(=C(C=C1OC)OC)F)N1C(N(C2=C(C1)C=NC1=C2C=CN1)C)=O